N1C=C(C2=CC=CC=C12)CCC1(NC(=NC(=N1)NCCN1CCN(CC1)C)N1CC2=C(CC1)N=CN2)N 2-(2-(1H-indol-3-yl)ethyl)-N4-(2-(4-methylpiperazin-1-yl)ethyl)-6-(3,4,6,7-tetrahydro-5H-imidazo[4,5-c]pyridin-5-yl)-1,3,5-triazine-2,4-diamine